tert-butyl N-tert-butoxycarbonyl-N-[4-[[5-[(4-chlorophenyl)methoxy]-4-methyl-3-pyridyl]methyl]-3-fluoro-2-pyridyl]carbamate C(C)(C)(C)OC(=O)N(C(OC(C)(C)C)=O)C1=NC=CC(=C1F)CC=1C=NC=C(C1C)OCC1=CC=C(C=C1)Cl